8-isopropyl-1,3-dimethyl-phenanthrene C(C)(C)C=1C=CC=C2C=3C=C(C=C(C3C=CC12)C)C